FC=1C=C2C(C(=CN(C2=C(C1N1[C@H](CCC1)COC1=NC=CC=C1C)F)C1=C(C=C(C=C1)O)F)C(=O)O)=O (R)-6,8-difluoro-1-(2-fluoro-4-hydroxyphenyl)-7-(2-(((3-methylpyridin-2-yl)oxy)methyl)pyrrolidin-1-yl)-4-oxo-1,4-dihydroquinoline-3-carboxylic acid